3-Ethyl-7-((4-(6-(5-methyl-1,3,4-oxadiazol-2-yl)pyridin-3-yl)piperazin-1-yl)methyl)-1,5-naphthyridin C(C)C=1C=NC2=CC(=CN=C2C1)CN1CCN(CC1)C=1C=NC(=CC1)C=1OC(=NN1)C